FC1=C(C2=C(C=CC=C2C=C1)C1=C(C=2N=C(N=C(C2C=N1)OCC(F)(F)F)OC[C@]12CCCN2C[C@@H](C1)F)F)CCCC(=O)OCC Ethyl 4-(2-fluoro-8-(8-fluoro-2-(((2R,7aS)-2-fluorotetrahydro-1H-pyrrolizin-7a(5H)-yl)methoxy)-4-(2,2,2-trifluoroethoxy)pyrido[4,3-d]pyrimidin-7-yl)naphthalen-1-yl)butanoate